3-(5-fluoro-2-methyl-6-{[(1r,4r)-4-(trifluoromethyl)cyclohexyl]-oxy}pyrimidin-4-yl)-4-methyl-1-(triphenylmethyl)-1H,4H,5H-pyrazolo[4,3-b]pyridin-5-one FC=1C(=NC(=NC1OC1CCC(CC1)C(F)(F)F)C)C1=NN(C2=C1N(C(C=C2)=O)C)C(C2=CC=CC=C2)(C2=CC=CC=C2)C2=CC=CC=C2